C(C)N(CC)CC1=CC=C(CN2C(=NC=3C2=C2C(=NC3N)C=CS2)COCC)C=C1 1-(4-((diethylamino)methyl)benzyl)-2-(ethoxymethyl)-1H-imidazo[4,5-d]thieno[3,2-b]pyridin-4-amine